C(C)(C)C1CCC(CC1)C 2-isopropyl-5-methylcyclohexan